C1(=O)OCC2=CC(=CC=C12)C(=O)Cl 5-phthalideformyl chloride